3-(4-(2-(pyrrolidin-1-yl)ethoxy)phenyl)-1-(quinoxalin-2-yl)-1H-1,2,4-triazole-3,5-diamine N1(CCCC1)CCOC1=CC=C(C=C1)C1(NN(C(=N1)N)C1=NC2=CC=CC=C2N=C1)N